6,7-dichloropyrido[3,2-d]pyrimidin-4(3H)-one ClC=1C(=CC=2N=CNC(C2N1)=O)Cl